OC1=C(C(=O)O)C(=CC(=C1)O)O.CC=1N(C(=CC1)C)CC(=O)NC1CCCC=2C3=CC(=CC=C3NC12)OC 2-(2,5-dimethyl-1H-pyrrol-1-yl)-N-(6-methoxy-2,3,4,9-tetrahydro-1H-carbazol-1-yl)acetamide 2,4,6-trihydroxy-benzoate